C(C=CC=C)#N.NC1=NC=CC=C1 2-aminopyridine compound with 2,4-pentadienenitrile